ClC=1C=C(C=CC1)[C@@H]1[C@H](C1)C(=O)NC1=NC=CC(=C1)NCC=1N=C2N(C=C(C=C2N2CCOCC2)C2CC2)C1 (1S,2S)-2-(3-chlorophenyl)-N-(4-(((6-cyclopropyl-8-morpholinoimidazo[1,2-a]pyridin-2-yl)methyl)amino)pyridin-2-yl)cyclopropane-1-carboxamide